3-(bromomethyl)-1-(pyridin-3-ylmethyl)-1H-indole BrCC1=CN(C2=CC=CC=C12)CC=1C=NC=CC1